C(O)(O)=O.CN methylamine carbonate salt